decane-8-carboxylic acid ethyl ester C(C)OC(=O)C(CCCCCCC)CC